(hydroxymethyl)thiane-3,4,5-triol OCC1SCC(C(C1O)O)O